C12CN(CC(CC1)O2)C2=C(C=C(C(=C2)OC)NC2=NC=NC(=C2)N2OCC[C@@H]2C2=C(C(=CC=C2)F)F)NC(C=C)=O N-(2-(8-oxa-3-azabicyclo[3.2.1]octan-3-yl)-5-((6-((R)-3-(2,3-difluorophenyl)isoxazolidine-2-yl)pyrimidine-4-yl)amino)-4-methoxyphenyl)acrylamide